6-chloroquinoline-2-carboxylic acid ClC=1C=C2C=CC(=NC2=CC1)C(=O)O